C1(CC1)NC1=NC(=NC=C1C(F)F)NC1=C2C=NN(C2=C(C=C1)F)CC(C)(O)C 1-[4-[[4-(cyclopropylamino)-5-(difluoromethyl)pyrimidin-2-yl]amino]-7-fluoro-indazol-1-yl]-2-methyl-propan-2-ol